C[C@@H]1N2[C@H](C[C@@H]3[C@H](CCC[C@@H]13)C(C(F)(F)F)=O)COC2=O (5S,5aR,9S,9aS,10aR)-5-methyl-9-(2,2,2-trifluoroacetyl)-1,5,5a,6,7,8,9,9a,10,10a-decahydrooxazolo[3,4-b]isoquinolin-3-one